calcium 2,2-dioctylpropanedioate C(CCCCCCC)C(C(=O)[O-])(C(=O)[O-])CCCCCCCC.[Ca+2]